2-(4-((2-(dimethylamino)ethyl)-(methyl)amino)-2-methoxy-5-nitrophenylamino)pyrimidine-5-carbonitrile CN(CCN(C1=CC(=C(C=C1[N+](=O)[O-])NC1=NC=C(C=N1)C#N)OC)C)C